OC[C@@H]1CN(CCC1)C1=NC(=CC(=N1)C1=NN=C(O1)C1=C(C=C(C=C1)NS(=O)(=O)CCO)N1CCC2(CC2)CC1)C (S)-N-(4-(5-(2-(3-(Hydroxymethyl)piperidin-1-yl)-6-methylpyrimidin-4-yl)-1,3,4-oxadiazol-2-yl)-3-(6-azaspiro[2.5]octan-6-yl)phenyl)-2-hydroxyethane-1-sulfonamide